2,5-dimethyl-1H-pyrrole-3-carboxamide CC=1NC(=CC1C(=O)N)C